2,2'-bis(2-imidazolin-2-yl)[2,2'-azobispropane] dihydrochloride Cl.Cl.N1C(=NCC1)C(C)(C)N=NC(C)(C)C=1NCCN1